C(=O)O.CN1C2CN(C(C1)C2)CCCNC(=O)C2=CC1=C(N3C(S1)=NC(=C3)C3=CC=C(C=C3)C(NC)=O)C=C2 N-(3-(5-methyl-2,5-diazabicyclo[2.2.1]hept-2-yl)propyl)-2-(4-(methylcarbamoyl)phenyl)benzo[d]imidazo[2,1-b]thiazole-7-carboxamide formate